FC1=C(C=C(OC2=CC=CC(=N2)C=2C=C(C#N)C=CC2)C=C1)O 3-(6-(4-fluoro-3-hydroxyphenoxy)pyridin-2-yl)benzonitrile